3-bromo-2,4,6-Trinitroanisole BrC=1C(=C(C(=CC1[N+](=O)[O-])[N+](=O)[O-])OC)[N+](=O)[O-]